ClC1=CC=C(C=C1)C=1C(=NN(C1)C)C(=O)N1CC(O[C@H]([C@H]1CNC1=NC=C(C=C1)C(F)(F)F)C)(F)F (4-(4-Chlorophenyl)-1-methyl-1H-pyrazol-3-yl)((5R,6S)-2,2-difluoro-6-methyl-5-(((5-(trifluoromethyl)pyridin-2-yl)amino)methyl)morpholino)methanone